tri(4-nitrophenyl)bismuth [N+](=O)([O-])C1=CC=C(C=C1)[Bi](C1=CC=C(C=C1)[N+](=O)[O-])C1=CC=C(C=C1)[N+](=O)[O-]